(3-(1-cyclobutyl-1H-pyrazol-4-yl)-7,8-dihydro-1,6-naphthyridin-6(5H)-yl)-3-methyl-6,7-dihydro-5H-pyrrolo[3,4-b]pyridin-5-one C1(CCC1)N1N=CC(=C1)C=1C=NC=2CCN(CC2C1)C1=C(C=C2C(=N1)CNC2=O)C